BrC1=CC=C(C[C@H]2COCCN2C2CCC(CC2)C=2OC(=CN2)C)C=C1 (2R,5S)-5-(4-Bromobenzyl)-4-(4-(5-methyloxazol-2-yl)cyclohexyl)morpholin